(4-(6-chloro-3,5-dicyano-4-ethylpyridin-2-yl)piperazin-1-yl)carbamic acid tert-butyl ester C(C)(C)(C)OC(NN1CCN(CC1)C1=NC(=C(C(=C1C#N)CC)C#N)Cl)=O